cyclobutoxy-3-fluoropyridin-2-amine C1(CCC1)OC1=C(C(=NC=C1)N)F